FC(CN1N=C(C(=C1)CC1CC2(CN(C2)C(=O)N2C[C@@H]3[C@@H](OCC(N3)=O)CC2)C1)C(F)(F)F)(F)F (4aR,8aS)-6-[6-[[1-(2,2,2-trifluoroethyl)-3-(trifluoromethyl)pyrazol-4-yl]methyl]-2-azaspiro[3.3]heptane-2-carbonyl]-4,4a,5,7,8,8a-hexahydropyrido[4,3-b][1,4]oxazin-3-one